C(C)(=O)C=1C(=NC(=CC1)N1C=NC2=C1C=CC(=C2)NC=2N=NC(=CC2)C)N2CC(CC2)(C#N)C 1-[3-acetyl-6-[5-[(6-methylpyridazin-3-yl)amino]benzimidazol-1-yl]-2-pyridyl]-3-methyl-pyrrolidine-3-carbonitrile